FC(F)(F)C1=C(C=CC=C1)C1=CC=C(C=C1)B(O)O (4-(trifluoromethylphenyl)phenyl)boronic acid